2-((4-((4-cyanophenyl) amino)-7-fluoroquinazolin-2-yl) thio)-2-methylpropionate C(#N)C1=CC=C(C=C1)NC1=NC(=NC2=CC(=CC=C12)F)SC(C(=O)[O-])(C)C